Cl.N[C@H](C(=O)N1CC2=CC=C(C=C2CC1)C1=CC=C(C=C1)C(F)(F)F)C (S)-2-amino-1-(6-(4-(trifluoromethyl)phenyl)-3,4-dihydroisoquinolin-2(1H)-yl)propan-1-one hydrochloride